C(C(C)C)ONC(C1=C(C=CC=C1)C#N)=O N-isobutoxy-2-cyanobenzamide